methyl 4-(3-aminophenyl)-1-((2-(trimethylsilyl) ethoxy) methyl)-1H-1,2,3-triazole-5-carboxylate NC=1C=C(C=CC1)C=1N=NN(C1C(=O)OC)COCC[Si](C)(C)C